C(CCCCC)OP(=O)([O-])[O-] hexylphosphate